[Cl-].C(C1=CC=CC=C1)[N+]1=CN(C2=C1C=CC=C2)CC(N2CCCCC2)=O 3-benzyl-1-[2-oxo-2-(piperidin-1-yl)ethyl]-1H-1,3-benzodiazol-3-ium chloride